N1(CCNCC1)C1=CC=C(C=C1)N1C(NC(CC1)=O)=O 1-(4-piperazin-1-ylphenyl)-hexahydropyrimidine-2,4-dione